Cl.NC1(CC1)C(=O)NCC1=NC(=NO1)C1=CC=C(C=C1)CCCCCCCCCC 1-amino-N-((3-(4-decylphenyl)-1,2,4-oxadiazol-5-yl)methyl)cyclopropane-1-carboxamide hydrochloride